C1=C(C=CC2=CC=CC=C12)CS(=O)(=O)[O-].C(CCC)[N+](CCCC)(CCCC)CCCC Tetrabutylammonium naphthalen-2-ylmethanesulfonate